N1CNC2C1CSC2 hexahydro-1H-thieno[3,4-d]imidazole